4-((3,5-bis((4-hydroxy-3,5-di-tert-butyl-phenyl)methyl)-2,4,6-trimethylphenyl)methyl)-2,6-di-tert-butyl-phenol OC1=C(C=C(C=C1C(C)(C)C)CC=1C(=C(C(=C(C1C)CC1=CC(=C(C(=C1)C(C)(C)C)O)C(C)(C)C)C)CC1=CC(=C(C(=C1)C(C)(C)C)O)C(C)(C)C)C)C(C)(C)C